C(C)(C)(C)OC(=O)N1CCN(CC1)C1=NC=NC=C1C=C 4-(5-vinylpyrimidin-4-yl)piperazine-1-carboxylic acid tert-butyl ester